(methyl-m-phenylene)bis(3,3-dimethylurea) CC1=C(C=CC=C1NC(=O)N(C)C)NC(=O)N(C)C